2-methylpropan-2-yl 3-oxoazetidine-1-carboxylate O=C1CN(C1)C(=O)OC(C)(C)C